C(C)(=O)C1=NN(C2=CC=C(C=C12)C=1C=NC=2N(C1)N=C(C2)C)CC(=O)N2[C@@H](C[C@H](C2)F)C(=O)NC2=NC(=CC(=C2)C)Br (2S,4R)-1-(2-(3-acetyl-5-(2-methylpyrazolo[1,5-a]pyrimidin-6-yl)-1H-indazol-1-yl)acetyl)-N-(6-bromo-4-methylpyridin-2-yl)-4-fluoropyrrolidine-2-carboxamide